(S)-(2-(6-(2-ethyl-5-fluoro-4-hydroxyphenyl)-1H-indazol-3-yl)-5-propyl-4,5,6,7-tetrahydro-3H-imidazo[4,5-C]pyridin-6-yl)(4-(2-hydroxyethyl)piperazin-1-yl)methanone C(C)C1=C(C=C(C(=C1)O)F)C1=CC=C2C(=NNC2=C1)C1=NC2=C(CN([C@@H](C2)C(=O)N2CCN(CC2)CCO)CCC)N1